COC(=O)C1=CC2=C(C(=NO2)N)C=C1 3-aminobenzo[d]isoxazole-6-carboxylic acid methyl ester